ClC=1C(=CC(=NC1)NC(=O)C1CC2CC(CC2C1)C(=O)O)C=1C=C(N2CC(CC12)(C)C)C#N 5-((5-chloro-4-(5-cyano-2,2-dimethyl-2,3-dihydro-1H-pyrrolizin-7-yl)pyridin-2-yl)carbamoyl)octahydropentalene-2-carboxylic acid